tert-Butyl methyl((1-methyl-2-oxo-1,2,3,4-tetrahydroquinolin-4-yl)methyl)carbamate CN(C(OC(C)(C)C)=O)CC1CC(N(C2=CC=CC=C12)C)=O